5-(1-(3,5-dichloropyridin-4-yl)ethoxy)-N-(4-(1-ethylpiperidin-4-yl)phenyl)-1H-indazole-3-carboxamide ClC=1C=NC=C(C1C(C)OC=1C=C2C(=NNC2=CC1)C(=O)NC1=CC=C(C=C1)C1CCN(CC1)CC)Cl